1-methyl-2-((5-(trifluoromethyl)benzo[d]oxazol-2-yl)amino)-1H-benzo[d]imidazole-5-carboxylic acid CN1C(=NC2=C1C=CC(=C2)C(=O)O)NC=2OC1=C(N2)C=C(C=C1)C(F)(F)F